ClC=1C=C(C=NC1)NC(C1=CC(=CC(=C1)OCCOC)N1C=NC=C1)=O N-(5-chloropyridin-3-yl)-3-(imidazol-1-yl)-5-(2-methoxyethoxy)benzamide